1-(2-Carbonyl-2,3-dihydro-1H-benzo[de]quinolin-6-yl)-2-trifluoromethyl-N-(2-trifluoromethylpyridin-4-yl)-1H-pyrazole-3-carboxamide C(=O)=C1NC2=CC=CC=3C2=C(C1)C=CC3N3N(C(C=C3)C(=O)NC3=CC(=NC=C3)C(F)(F)F)C(F)(F)F